FC1=CC=C(C=C1)C(C(=O)O)(C1=CC=CC=C1)O 2-(4-fluorophenyl)-2-hydroxy-2-phenylacetic acid